2-(4-amino-2-methylphenyl)-1-phenyl-1H-benzimidazol-5-amine NC1=CC(=C(C=C1)C1=NC2=C(N1C1=CC=CC=C1)C=CC(=C2)N)C